C(C)(C)(C)OC(=O)N1CCC2(CC(C2)N2N=CC(=C2)NC=2N=C(C3=C(N2)C=CN(C3=O)C)NC3(CC3)C)CC1 2-(4-((6-Methyl-4-((1-methylcyclopropyl)amino)-5-oxo-5,6-dihydropyrido[4,3-d]pyrimidin-2-yl)amino)-1H-pyrazol-1-yl)-7-azaspiro[3.5]nonane-7-carboxylic acid tert-butyl ester